C(C1=CC=CC=C1)OC=1C=CC2=C(CN(S(O2)(=O)=O)CC2=C(C=CC(=C2)Br)C)C1 6-(Benzyloxy)-3-[(5-bromo-2-methylphenyl)methyl]-3,4-dihydro-2H-1,2λ6,3-benzoxathiazine-2,2-dione